CC=1C=C(C=NC1C)N1C(N([C@H](C1)C#N)C1=CN=CC2=CC=CC=C12)=O (R)-1-(5,6-dimethylpyridin-3-yl)-3-(isoquinolin-4-yl)-2-oxoimidazolidine-4-carbonitrile